O=C1NC2(C(N1C1=NC=C(N=C1)C(F)(F)F)=O)CCN(CC2)C(=O)OC(C)(C)C tert-butyl 2,4-dioxo-3-(5-(trifluoromethyl)pyrazin-2-yl)-1,3,8-triazaspiro[4.5]decane-8-carboxylate